(S)-2-((4-((6-((2,4-Dichlorophenoxy)methyl)pyridin-2-yl)oxy)piperidin-1-yl)methyl)-1-(oxetan-2-ylmethyl)-1H-benzo[d]imidazole-6-carboxylic acid ClC1=C(OCC2=CC=CC(=N2)OC2CCN(CC2)CC2=NC3=C(N2C[C@H]2OCC2)C=C(C=C3)C(=O)O)C=CC(=C1)Cl